C(CC=C)N(S(N)(=O)=O)CC N-(BUT-3-EN-1-YL)-N-ETHYL-SULFURIC DIAMIDE